N-(1-(2-(1,1-difluoroethyl)-6-(propylamino)pyrimidin-4-yl)-3-ethyl-1H-pyrrolo[3,2-c]pyridin-6-yl)acetamide FC(C)(F)C1=NC(=CC(=N1)N1C=C(C=2C=NC(=CC21)NC(C)=O)CC)NCCC